(R)-N-(amino(6-((dimethylamino)methyl)pyridin-3-yl)(oxo)-λ6-sulfaneylidene)-2-(4-(difluoromethyl)-2,6-diisopropylphenyl)acetamide N[S@](=NC(CC1=C(C=C(C=C1C(C)C)C(F)F)C(C)C)=O)(=O)C=1C=NC(=CC1)CN(C)C